6-(1-(1-(1-acryloylpiperidine-4-carbonyl)piperidin-4-yl)-5-methyl-1H-pyrazol-4-yl)-4-methoxypyrazolo[1,5-a]pyridine-3-carbonitrile C(C=C)(=O)N1CCC(CC1)C(=O)N1CCC(CC1)N1N=CC(=C1C)C=1C=C(C=2N(C1)N=CC2C#N)OC